p-hydroxynonananilide OC1=CC=C(NC(CCCCCCCC)=O)C=C1